O1COC2=C1C=CC(=C2)N(C(=O)C=2C=C(C=CC2)N2N=C(C(=C2COC2=CC=C(C(=O)O)C=C2)Cl)C(F)(F)F)C 4-[[2-[3-[1,3-benzodioxol-5-yl(methyl)carbamoyl]phenyl]-4-chloro-5-(trifluoromethyl)pyrazol-3-yl]methoxy]benzoic acid